O=C1NC(CCC1N1C(C2=CC=C(C(=C2C1)F)CN1CCN(CC1)C1=CC=C(C(=O)NC2=CC(=C(C=C2)C)NC2=NC=CC(=N2)C=2C=NC=CC2)C=C1)=O)=O 4-(4-((2-(2,6-dioxopiperidin-3-yl)-4-fluoro-1-oxoisoindolin-5-yl)methyl)piperazin-1-yl)-N-(4-methyl-3-((4-(pyridin-3-yl)pyrimidin-2-yl)amino)phenyl)benzamide